C(C)N1C(C(C2=CC(=CC=C12)O)=O)=O 1-ethyl-5-hydroxyindole-2,3-dione